(3S,6S,9S,12S,15S)-6-(Aminomethyl)-15-butyl-9-cyclohexyl-16-(3-fluoropropyl)-3-((S)-1-hydroxyethyl)-12-isobutyl-13-methyl-1,4,7,10,13,16-hexaazacyclooctadecane-2,5,8,11,14-pentaone NC[C@H]1C(N[C@H](C(NCCN([C@H](C(N([C@H](C(N[C@H](C(N1)=O)C1CCCCC1)=O)CC(C)C)C)=O)CCCC)CCCF)=O)[C@H](C)O)=O